2-((3,5-dicyano-4-ethyl-6-(4-(isoxazol-3-ylmethyl)piperazin-1-yl)pyridin-2-yl)sulfanyl)-2-phenylacetamide C(#N)C=1C(=NC(=C(C1CC)C#N)N1CCN(CC1)CC1=NOC=C1)SC(C(=O)N)C1=CC=CC=C1